2'-(S)-fluoro-thio-adenosine monophosphate P(=O)(O)(O)OC[C@@H]1[C@H]([C@@]([C@@H](O1)N1C=NC=2C(N)=NC=NC12)(S)F)O